N-methoxy-N-methyl-2-(6-morpholinopyridin-3-yl)acetamide CON(C(CC=1C=NC(=CC1)N1CCOCC1)=O)C